FC1=C(C=CC(=C1)[N+](=O)[O-])N1C(=C(C=2C1=NC=CC2)C2=C1C=NN(C1=CC=C2C)S(=O)(=O)C2=CC=C(C)C=C2)C 4-(1-(2-fluoro-4-nitrophenyl)-2-methyl-1H-pyrrolo[2,3-b]pyridin-3-yl)-5-methyl-1-tosyl-1H-indazole